C(C)(=O)C=1C=C(C(N(C1C)C1=C(C=C(C=C1)F)C)=O)C(=O)NC1=CC(=C(C=C1)OC1=CC=NC2=CC(=C(N=C12)OC)OC)F 5-acetyl-N-[4-[(6,7-dimethoxy-1,5-naphthyridin-4-yl)oxy]-3-fluorophenyl]-1-(4-fluoro-2-methylphenyl)-6-methyl-2-oxopyridine-3-carboxamide